methyl-5-benzyl-3-((1-isopropyl-3-(pyridin-4-yl)-1H-pyrazole-5-carboxamido)methyl)-4,5-dihydroisoxazole CC1C(=NOC1CC1=CC=CC=C1)CNC(=O)C1=CC(=NN1C(C)C)C1=CC=NC=C1